5-isopentenyl-2,4-dihydroxybenzoic acid C(CC(=C)C)C=1C(=CC(=C(C(=O)O)C1)O)O